(6-chloropyridine-2,3-diyl)bis(methylene) bis(4-methylbenzenesulfonate) CC1=CC=C(C=C1)S(=O)(=O)OCC1=NC(=CC=C1COS(=O)(=O)C1=CC=C(C=C1)C)Cl